4-(9-Carbazolyl)phenylboronic acid C1=CC=CC=2C3=CC=CC=C3N(C12)C1=CC=C(C=C1)B(O)O